tert-butyl 4-[5-(methoxycarbonyl)-thiophen-2-yl]-2-methylpiperazine-1-carboxylate COC(=O)C1=CC=C(S1)N1CC(N(CC1)C(=O)OC(C)(C)C)C